2-(4-((2S,5R)-2,5-diethyl-4-(1-(2-methylpyrazolo[1,5-a]pyrimidin-5-yl)ethyl)piperazin-1-yl)-1-methyl-2-oxo-1,2-dihydropyrazolo[1,5-a][1,3,5]triazin-7-yl)acetonitrile C(C)[C@@H]1N(C[C@H](N(C1)C(C)C1=NC=2N(C=C1)N=C(C2)C)CC)C2=NC(N(C=1N2N=C(C1)CC#N)C)=O